(7-isopropyl-2-methoxy-4-oxo-furo[2,3-d]pyridazin-5-yl)acetic acid C(C)(C)C1=NN(C(C2=C1OC(=C2)OC)=O)CC(=O)O